3-methyl-3-azabicyclo[3.3.1]nonan-9-amine CN1CC2CCCC(C1)C2N